F\C(\C(=O)O)=C/C1=CC=NS1 (Z)-2-fluoro-3-(isothiazol-5-yl)acrylic acid